C(CCCC)(=O)OC=C vinyl pentanate